(S)-3-[2-[3-(8-aminopyrido[3,4-d]pyrimidin-2-yl)phenyl]ethynyl]-3-hydroxy-1-(trideuteromethyl)pyrrolidin-2-one NC1=NC=CC2=C1N=C(N=C2)C=2C=C(C=CC2)C#C[C@@]2(C(N(CC2)C([2H])([2H])[2H])=O)O